Ethyl 1-(3-methylcarbamoylisoquinolin-1-yl)-1,2,3,4-tetrahydroquinoline-6-carboxylate CNC(=O)C=1N=C(C2=CC=CC=C2C1)N1CCCC2=CC(=CC=C12)C(=O)OCC